hexenediphosphonic acid C(=CCCCCP(O)(=O)O)P(O)(=O)O